bis(2-hexyloctyl)11-(2-(diethylamino)ethyl)-5,17-bis(4-((2-hexyloctyl)oxy)-4-oxobutyl)-7,15-dioxo-6,8,14,16-tetraoxa-11-Azahenicosandioate C(CCCCC)C(COC(CCCC(OC(OCCN(CCOC(OC(CCCC(=O)OCC(CCCCCC)CCCCCC)CCCC(OCC(CCCCCC)CCCCCC)=O)=O)CCN(CC)CC)=O)CCCC(=O)OCC(CCCCCC)CCCCCC)=O)CCCCCC